N,N-di[2-(7-methoxy-1-naphthyl)ethyl]amine COC1=CC=C2C=CC=C(C2=C1)CCNCCC1=CC=CC2=CC=C(C=C12)OC